P(=O)(OC\C=C(/C)\CC\C=C(/C)\CCC=C(C)C)([O-])[O-] (2E,6E)-farnesyl phosphate